C(CCCCCCCCC)C1OCCN2CCOCCOCCN(CCOC1)CCOCCOCC2 5-Decyl-4,7,13,16,21,24-hexaoxa-1,10-diazabicyclo[8.8.8]hexacosane